methyl (2S)-2-amino-7,7,7-trifluoro-6-hydroxyheptanoate N[C@H](C(=O)OC)CCCC(C(F)(F)F)O